ethyl 5-chloro-2-((6-fluoro-2-methylpyridin-3-yl)oxy)-4-methyl-6-(trifluoromethyl)nicotinate ClC=1C(=NC(=C(C(=O)OCC)C1C)OC=1C(=NC(=CC1)F)C)C(F)(F)F